N-[5-chloro-7-(1-methylcyclopropyl)imidazo[4,3-f][1,2,4]triazin-2-yl]-1-methanesulfonylpiperidin-4-amine ClC=1N=C(N2N=C(N=CC21)NC2CCN(CC2)S(=O)(=O)C)C2(CC2)C